2,6-bis(tert-butyl)-9,10-bis(2-carboxycyclohexyl)carbonyloxyanthracene C(C)(C)(C)C1=CC2=C(C3=CC=C(C=C3C(=C2C=C1)OC(=O)C1C(CCCC1)C(=O)O)C(C)(C)C)OC(=O)C1C(CCCC1)C(=O)O